4-(6-(4-((4-isopropylpiperazin-1-yl)methyl)phenyl)-1-methyl-2-(4-(methylsulfonyl)phenyl)-1H-pyrrolo[3,2-c]pyridin-4-yl)morpholine C(C)(C)N1CCN(CC1)CC1=CC=C(C=C1)C1=CC2=C(C(=N1)N1CCOCC1)C=C(N2C)C2=CC=C(C=C2)S(=O)(=O)C